C(C)(C)(C)[Si](COCC)(COCC)C(C)(C)C di-t-butyl-bis(ethoxymethyl)silane